7-chloro-1-(3-hydroxypropyl)-1,8-naphthyridin-4(1H)-one ClC1=CC=C2C(C=CN(C2=N1)CCCO)=O